5,7-dihydroxy-1,3-dimethyl-1H-pyrazolo[4,3-b]pyridine-6-carboxylic acid methyl ester COC(=O)C=1C(=C2C(=NC1O)C(=NN2C)C)O